NC=1C=2N(C(=C(N1)C1=CC=C(C=C1)F)C=1C=CC=3N(C1)C(=CN3)C)C=C(N2)C(=O)NC23CC(C2)(C3)N3CCNCC3 8-amino-6-(4-fluorophenyl)-5-{3-methylimidazo[1,2-a]pyridin-6-yl}-N-[3-(piperazin-1-yl)bicyclo[1.1.1]pentan-1-yl]imidazo[1,2-a]pyrazine-2-carboxamide